C[C@@H]1N(CC[C@H](C1)CC1=CC=2N(C=C1)N=CC2N2C(NC(CC2)=O)=O)CC(F)(F)F 1-(5-(((2S,4R)-2-methyl-1-(2,2,2-trifluoroethyl)piperidin-4-yl)methyl)pyrazolo[1,5-a]pyridin-3-yl)dihydropyrimidine-2,4(1H,3H)-dione